CC1=C(C=C)C(=CC=C1)C 2,6-di-methyl-styrene